C(C)(C)(C)OC(C(CC1CCC1)NCC(=O)NC1=C(C=CC(=C1)Cl)N1N=NN=C1)=O 2-((2-((5-Chloro-2-(1H-tetrazol-1-yl)phenyl)amino)-2-oxoethyl)amino)-3-cyclobutyl-propionic acid tert-butyl ester